(4-ethoxyphenyl)-[4-(3-phenylpropyl)-1-piperidyl]methanone C(C)OC1=CC=C(C=C1)C(=O)N1CCC(CC1)CCCC1=CC=CC=C1